C(N)(=O)C=1C(=C(C2=C(OC(O2)(F)F)C1)C)NC(=O)C=1N(N=C(C1)C(F)(F)F)C1=NC=CC=C1Cl N-(6-carbamoyl-2,2-difluoro-4-methyl-1,3-benzodioxol-5-yl)-2-(3-chloro-2-pyridinyl)-5-(trifluoromethyl)pyrazole-3-carboxamide